C1(CC1)C=1C(=NSC1C(=O)NC1=CC(=NC=C1)C)[C@@H]1COCC1 (R)-4-CYCLOPROPYL-N-(2-METHYLPYRIDIN-4-YL)-3-(TETRAHYDROFURAN-3-YL)ISOTHIAZOLE-5-CARBOXAMIDE